methylolferrocene C(O)[C-]1C=CC=C1.[CH-]1C=CC=C1.[Fe+2]